OC1(CCN(CC1)CC1CCN(CC1)C1=CC2=C(NC(O2)=O)C=C1)CC(=O)OC(C)(C)C tert-butyl 2-(4-hydroxy-1-((1-(2-oxo-2,3-dihydrobenzo[d]oxazol-6-yl)piperidin-4-yl)methyl)piperidin-4-yl)acetate